OC(C=1C=NN(C1)C1(CCN(CC1)C(=O)OC(C)(C)C)C)C=1C=2C3=C(C(NC3=CC1)=O)C=CC2 tertbutyl 4-[4-[hydroxy-(2-oxo-1H-benzo[cd]indol-6-yl)methyl]pyrazol-1-yl]-4-methyl-piperidine-1-carboxylate